(2R,3S,4R,5R,6S)-2-(methoxy)-6-(3-(4-methoxybenzyl)phenyl)tetrahydro-2H-pyran-3,4,5-triol CO[C@@H]1O[C@H]([C@@H]([C@H]([C@@H]1O)O)O)C1=CC(=CC=C1)CC1=CC=C(C=C1)OC